FC(OC1=C(C=C(C=C1)SC)C1=NN(C=C1NC(=O)C=1C=NN2C1N=CC=C2)CC(=O)N2CCC(CC2)N2CC=1N(CC2)C=NC1)F N-[3-[2-(difluoromethoxy)-5-methylsulfanyl-phenyl]-1-[2-[4-(6,8-dihydro-5H-imidazo[1,5-a]pyrazin-7-yl)-1-piperidyl]-2-oxo-ethyl]pyrazol-4-yl]pyrazolo[1,5-a]pyrimidine-3-carboxamide